(5-(6-ethyl-2,6-diazaspiro[3.3]hept-2-yl)pyridin-2-yl)carboxamide C(C)N1CC2(CN(C2)C=2C=CC(=NC2)C(=O)N)C1